N[C@@H]1C2=CC=CC=C2CC12CCN(CC2)C=2C(=NC(=CN2)SC2=C(C(=NC=C2)N)Cl)CO (S)-(3-(1-amino-1,3-dihydrospiro[inden-2,4'-piperidin]-1'-yl)-6-((2-amino-3-chloropyridin-4-yl)thio)pyrazin-2-yl)methanol